(R)-6-(((R)-1-(3,5-difluoropyridin-2-yl)propyl)amino)-2-((4-fluoro-3,5-dimethylphenyl)amino)-N-hydroxyhexanamide FC=1C(=NC=C(C1)F)[C@@H](CC)NCCCC[C@H](C(=O)NO)NC1=CC(=C(C(=C1)C)F)C